Stearyl-Ammonium C(CCCCCCCCCCCCCCCCC)[NH3+]